COC1=C2C=CC(OC2=CC=C1C(=O)NC1=NN(C2=CC=CC=C12)CCNC)(C)C 5-Methoxy-2,2-dimethyl-N-(1-(2-(methylamino)ethyl)-1H-indazol-3-yl)-2H-chromene-6-carboxamide